C(#N)C(CNC=1C(=CC=C2C=CC(=CC12)C=1N=C(SC1)C(=O)NC1CCC(CC1)N(C)CCOC)OC)=C 4-{8-[(2-cyano-2-methylideneethyl)amino]-7-methoxynaphthalen-2-yl}-N-[(1s,4s)-4-[(2-methoxyethyl)(methyl)amino]cyclohexyl]-1,3-thiazole-2-carboxamide